(E)-N-cyclopentyl-4-(3-(naphthalen-2-yl)but-2-en-1-yl)piperazine-1-carboxamide C1(CCCC1)NC(=O)N1CCN(CC1)C\C=C(/C)\C1=CC2=CC=CC=C2C=C1